BrC1=CC=C(CN(C(=O)[C@H]2CN(CCC2)C=2C=C(OC3(CCCC3)C(=O)N3CCN(CC3)C(=O)OC(C)(C)C)C=CC2)C2CC2)C=C1 tert-butyl (R)-4-(1-(3-(3-((4-bromobenzyl)(cyclopropyl)carbamoyl)piperidin-1-yl)phenoxy)cyclopentane-1-carbonyl)piperazine-1-carboxylate